6-(4-methoxyphenyl)pyrazine COC1=CC=C(C=C1)C1=CN=CC=N1